C(C)(C)(C)OC(=O)N(C(C)C1=C(C=CC(=C1)F)NC1=C(C(=O)OC)C=C(C=C1)C(F)(F)F)CCC1=NC(=CC=C1[N+](=O)[O-])OC methyl 2-((2-(1-((tert-butoxy-carbonyl) (2-(6-methoxy-3-nitropyridin-2-yl) ethyl) amino) ethyl)-4-fluorophenyl) amino)-5-(trifluoromethyl)-benzoate